2,4-dichloro-quinoline ClC1=NC2=CC=CC=C2C(=C1)Cl